N-(5-bromo-thiophen-2-yl)-acetamide BrC1=CC=C(S1)NC(C)=O